COC(C)(C)CC methyl-tert-amylether